methyl 4-[7-methoxy-6-[[6-(trifluoromethyl)pyridine-2-carbonyl]amino]imidazo[1,2-a]pyridin-2-yl]cyclohexanecarboxylate COC1=CC=2N(C=C1NC(=O)C1=NC(=CC=C1)C(F)(F)F)C=C(N2)C2CCC(CC2)C(=O)OC